C(#N)C1=CN(C2=NC=C(C=C21)C2=CC=C(C=C2)S(=O)(=O)N2CCC(CC2)NC2=NC=C(C=C2)C(F)(F)F)CCNC(OC(C)(C)C)=O tert-butyl (2-(3-cyano-5-(4-((4-((5-(trifluoromethyl)pyridin-2-yl)amino)piperidin-1-yl)sulfonyl)phenyl)-1H-pyrrolo[2,3-b]pyridin-1-yl)ethyl)carbamate